COC(=O)C=1C=CC=2C3=C(NC2C1)C=CN=C3NCCCN3CCCCC3 1-((3-(piperidin-1-yl)propyl)amino)-5H-pyrido[4,3-b]indole-7-carboxylic acid methyl ester